CON(C(=O)C1(CC1)C)C N-methoxy-N,1-dimethyl-cyclopropanecarboxamide